C[Si](OC(C#C)(C)C)(OC(C#C)(C)C)OC(C#C)(C)C methyl(tris(3-methyl-1-butyn-3-oxy))silane